4-(4-fluorophenylthio)benzene-1,2-diamine FC1=CC=C(C=C1)SC=1C=C(C(=CC1)N)N